CC=1C(=NC=CC1)CNC(=O)C=1N=C(OC1)C=C N-((3-methylpyridin-2-yl)methyl)-2-vinyloxazole-4-carboxamide